BrC1=C(C(=CC(=C1)C(C)(C)C)Br)Br 1,2,3-tribromo-5-(tert-butyl)benzene